2-[(3-chloro-4-fluorophenyl)-[[1-methyl-3-(trifluoromethyl)cyclobutyl]methoxy]methyl]-5-methyl-4-methylsulfonyl-1H-imidazole ClC=1C=C(C=CC1F)C(C=1NC(=C(N1)S(=O)(=O)C)C)OCC1(CC(C1)C(F)(F)F)C